FC(OC[C@H]1N(C[C@H](C1)OC1=NC(=NC(=C1)C)C)C1=CC=C(C(=O)O)C=C1)F 4-((2S,4S)-2-((difluoromethoxy)methyl)-4-((2,6-dimethylpyrimidin-4-yl)oxy)pyrrolidin-1-yl)benzoic acid